(S)-4-[3-(2,5-dimethoxyphenyl)-1,4-oxazepan-4-yl]-6-methyl-pyrimidin-2-amine COC1=C(C=C(C=C1)OC)[C@H]1COCCCN1C1=NC(=NC(=C1)C)N